ClC1=C(C=C(C#N)C=C1)C=1NC2=CC(=C(C(=C2C(C1)=O)F)N1CC(C1)N(C)C)F 4-chloro-3-(6-(3-(dimethylamino)azetidin-1-yl)-5,7-difluoro-4-oxo-1,4-dihydroquinolin-2-yl)benzonitrile